(R)-4-((1-(Hydroxymethyl)cyclobutyl)amino)-2-(6-(piperidin-1-yl)pyridin-3-yl)-6,7-dihydrothieno[3,2-d]pyrimidine 5-oxide OCC1(CCC1)NC=1C2=C(N=C(N1)C=1C=NC(=CC1)N1CCCCC1)CC[S@]2=O